N1CCC(CC1)C1=CC=C2C(=CN=CC2=C1)N1C(NC(CC1)=O)=O 1-[7-(4-piperidinyl)-4-isoquinolinyl]Hexahydropyrimidine-2,4-dione